L-ornithine ethyl ester dihydrochloride Cl.Cl.C(C)OC([C@@H](N)CCCN)=O